C(C=C)(=O)N1C[C@@H](N(C[C@H]1C)C1=C(C(N2C3=C(C(=CC=C13)C1=C(C=C(C=C1)F)F)OC[C@@H]2CN(C)C)=O)C#N)C (S)-7-((2S,5R)-4-acryloyl-2,5-dimethylpiperazin-1-yl)-10-(2,4-difluorophenyl)-3-((dimethylamino)methyl)-5-oxo-3,5-dihydro-2H-[1,4]oxazino[2,3,4-ij]quinoline-6-carbonitrile